isopropyl 2-((R)-2-((R)-3-methyl-1-((S)-3-phenyl-2-(pyrazine-2-carboxamido)propanamido) butyl)-5-oxo-1,3,2-dioxaborolan-4-yl)acetate CC(C[C@H](NC([C@H](CC1=CC=CC=C1)NC(=O)C1=NC=CN=C1)=O)B1OC([C@H](O1)CC(=O)OC(C)C)=O)C